C(C)(C)(C)OC(=O)N1C(CCCC1)C#CC1=C(C=C(C=C1)C#N)N 2-[2-(2-amino-4-cyano-phenyl)ethynyl]piperidine-1-carboxylic acid tert-butyl ester